[Si](C1=CC=CC=C1)(C1=CC=CC=C1)(C(C)(C)C)OC1=C(C=C(C=C1)Cl)C1=C2C(=NC=C1)C(=CN2C(=O)OC(C)(C)C)I tert-butyl 7-(2-((tert-butyldiphenylsilyl) oxy)-5-chlorophenyl)-3-iodo-1H-pyrrolo[3,2-b]pyridine-1-carboxylate